FC(C=1C(=C(C=CC1)[C@@H](C)NC1=CN=NC2=CC(=C(C=C12)O[C@@H]1CN(CC1)C(C)=O)OC)F)F 1-((S)-3-((4-(((R)-1-(3-(difluoromethyl)-2-fluorophenyl)ethyl)amino)-7-methoxycinnolin-6-yl)oxy)pyrrolidin-1-yl)ethan-1-one